[Y].[Zn] zinc-yttrium